2-amino-5-chloro-1-(3-hydroxy-2,6-dimethyl-phenyl)pyrrolo[2,3-b]pyridine-3-carboxamide NC1=C(C=2C(=NC=C(C2)Cl)N1C1=C(C(=CC=C1C)O)C)C(=O)N